6-methoxy-2-methylphthalazin-1(2H)-one COC=1C=C2C=NN(C(C2=CC1)=O)C